BrC1=CC2=C(N(C(CN2)=O)C)N=C1 7-bromo-4-methyl-1,4-dihydropyrido[2,3-b]pyrazin-3(2H)-one